(S)-5-(2-(1-(6-Fluoropyrimidin-4-yl)piperidine-4-carbonyl)isoxazolidin-3-yl)nicotinonitrile FC1=CC(=NC=N1)N1CCC(CC1)C(=O)N1OCC[C@H]1C=1C=NC=C(C#N)C1